(1R,5S,6s)-tert-butyl-6-ethynyl-3-azabicyclo[3.1.0]hexane-3-carboxylate C(C)(C)(C)OC(=O)N1C[C@@H]2C([C@@H]2C1)C#C